ethyl 6-(trifluoromethyl)-5,6,7,8-tetrahydroimidazo[1,2-a]pyridine-3-carboxylate FC(C1CCC=2N(C1)C(=CN2)C(=O)OCC)(F)F